COC1=CC(=NC(=C1)C=O)C=O 4-METHOXYPYRIDINE-2,6-DICARBALDEHYDE